5-cyano-3-methyl-N-(3-(oxazol-5-yl)-1H-indazol-5-yl)-6-(trifluoromethyl)picolinamide C(#N)C=1C=C(C(=NC1C(F)(F)F)C(=O)NC=1C=C2C(=NNC2=CC1)C1=CN=CO1)C